3-((4-(dimethylamino)butanoyl) oxy)-2,2-bis(((9Z)-tetradec-9-enoyloxy)methyl)propyl (9Z)-hexadec-9-enoate C(CCCCCCC\C=C/CCCCCC)(=O)OCC(COC(CCCN(C)C)=O)(COC(CCCCCCC\C=C/CCCC)=O)COC(CCCCCCC\C=C/CCCC)=O